NC=1C=C(C=CC1N)C1(C2=CC=CC=C2C=2C=CC=CC12)C1=CC(=C(C=C1)N)N 9,9-bis(3,4-diaminophenyl)fluorene